ClC1=NC2=CC(=C(C=C2C(=N1)NCC1=COC=C1)OC)OC 2-chloro-N-(furan-3-ylmethyl)-6,7-dimethoxyquinazolin-4-amine